C(C)N1C(C2=CC=C(C=C2C1(C)C)NC1=NC=C(C(=C1)N[C@H](CO)C1=CC=CC=C1)C1=NC(=NO1)C=1C=NC=CC1)=O (S)-2-ethyl-5-((4-((2-hydroxy-1-phenylethyl)amino)-5-(3-(pyridin-3-yl)-1,2,4-oxadiazol-5-yl)pyridin-2-yl)amino)-3,3-dimethylisoindolin-1-one